ClC=1C(=CC(=NC1)C(C)NCC)C=1C=C(C=2N(C1)C=CN2)F 1-(5-chloro-4-(8-fluoroimidazo[1,2-a]pyridin-6-yl)pyridin-2-yl)-N-ethylethan-1-amine